(1S,4S,5R)-5-[4-cyclopropyl-1-(2,6-dichlorophenyl)-1H-pyrazol-5-yl]methoxy-2-azabicyclo[2.2.1]heptane C1(CC1)C=1C=NN(C1CO[C@H]1[C@@H]2CN[C@H](C1)C2)C2=C(C=CC=C2Cl)Cl